BrC1=CC(=NC(=C1)C(F)F)OCCCCNC(OC(C)(C)C)=O tert-butyl (4-((4-bromo-6-(difluoromethyl)pyridin-2-yl)oxy)butyl)carbamate